tert-butyl 3-(5-bromo-2-methoxycarbonyl-phenyl)piperidine-1-carboxylate BrC=1C=CC(=C(C1)C1CN(CCC1)C(=O)OC(C)(C)C)C(=O)OC